O.S(=O)(=O)([O-])[O-].[Mn+2] manganous sulfate monohydrate